2-methylpropan-2-yl 5-(4,4,5,5-tetramethyl-1,3,2-dioxaborolan-2-yl)-1,2,3,6-tetrahydropyridine-1-carboxylate CC1(OB(OC1(C)C)C1=CCCN(C1)C(=O)OC(C)(C)C)C